The molecule is a dipeptide formed from glycyl and L-glutamic acid residues. It has a role as a metabolite. It is a conjugate acid of a Gly-Glu(1-). C(CC(=O)O)[C@@H](C(=O)O)NC(=O)CN